COC1=CC2=CC3=C(C(OC3)=O)C(=C2C=C1OC)C=1C=NC(=CC1)N(C=1OC(=NN1)C)C 6,7-dimethoxy-9-(6-(methyl(5-methyl-1,3,4-oxadiazol-2-yl)amino)pyridin-3-yl)naphtho[2,3-c]furan-1(3H)-one